(R)-2-((3-(dimethylamino)phenyl)amino)-2-oxo-1-phenylethyl 3-amino-6-(1-(1-(tert-butoxycarbonyl)piperidin-4-yl)-1H-pyrazol-4-yl)pyrazine-2-carboxylate NC=1C(=NC(=CN1)C=1C=NN(C1)C1CCN(CC1)C(=O)OC(C)(C)C)C(=O)O[C@@H](C(=O)NC1=CC(=CC=C1)N(C)C)C1=CC=CC=C1